2-[3-(hydroxyimino)methyl-4-isobutoxyphenyl]-4-methyl-5-thiazolecarboxylic acid ON=CC=1C=C(C=CC1OCC(C)C)C=1SC(=C(N1)C)C(=O)O